FS(C1=CC=C(C=C1)N[C@@H]1CC[C@H](CC1)S(=O)(=N)C1=CC=C(C=C1)C1=CC=C(C=N1)C(=O)N)(F)(F)(F)F 6-(4-{[trans-4-{[4-(pentafluoro-λ6-sulfanyl)phenyl]Amino}cyclohexyl]sulfonimidoyl}phenyl)pyridine-3-carboxamide